C[C@H]1C(C(NC1)=O)(C#N)C1COC1 (4S)-4-Methyl-3-(oxetan-3-yl)-2-oxopyrrolidine-3-carbonitrile